7-bromo-5-fluoro-3-iodo-1-(methoxymethyl)-1H-indole BrC=1C=C(C=C2C(=CN(C12)COC)I)F